2-(2-chlorophenyl)-N-(4-((3-cyano-4-fluorophenoxy)methyl)-3-sulfamoylphenyl)acetamide ClC1=C(C=CC=C1)CC(=O)NC1=CC(=C(C=C1)COC1=CC(=C(C=C1)F)C#N)S(N)(=O)=O